2-methyl-1-(piperidin-4-yl)-5-(trifluoromethyl)-1H-benzo[d]imidazole hydrochloride Cl.CC1=NC2=C(N1C1CCNCC1)C=CC(=C2)C(F)(F)F